2-(((1s,4s)-4-((5-(1-(2,2-difluoroethyl)-1H-benzo[d][1,2,3]triazol-6-yl)-7H-pyrrolo[2,3-d]pyrimidin-2-yl)amino)cyclohexyl)oxy)ethan-1-ol FC(CN1N=NC2=C1C=C(C=C2)C2=CNC=1N=C(N=CC12)NC1CCC(CC1)OCCO)F